ClC=1C=C(CC=2C(=C(N)C=C(C2)F)C)C=CC1 3-(3-chlorobenzyl)-5-fluoro-2-methyl-aniline